C1(CC1)C=1C=C(C(=NC1C1=CC=C(C=C1)F)OCC)CN1CCC2(CN(C(O2)=O)C23CC(C2)(C3)CI)CC1 8-((5-cyclopropyl-2-ethoxy-6-(4-fluorophenyl)pyridin-3-yl)methyl)-3-(3-(iodomethyl)bicyclo[1.1.1]pentan-1-yl)-1-oxa-3,8-diazaspiro[4.5]decan-2-one